1-(4-fluoro-3-propionamidobenzyl)-7-methyl-5-(1H-pyrrole-2-carbonyl)-N-(m-tolyl)-4,5,6,7-tetrahydro-1H-pyrazolo[4,3-c]Pyridine-3-carboxamide FC1=C(C=C(CN2N=C(C=3CN(CC(C32)C)C(=O)C=3NC=CC3)C(=O)NC=3C=C(C=CC3)C)C=C1)NC(CC)=O